C(CCCCC)OC(C1=C(C=CC=C1)C(C1=C(C=C(C=C1)N(CC)CC)O)=O)=O 2-(4-(diethylamino)-2-hydroxybenzoyl)-benzoic acid hexylester